8-(trans-4-aminocyclohexyloxy)-N7-ethyl-5,5-dimethyl-6H-benzo[H]quinazoline-4,7-diamine N[C@@H]1CC[C@H](CC1)OC1=CC=C2C(CC(C=3C(=NC=NC23)N)(C)C)=C1NCC